5'-O-(4,4'-Dimethoxytrityl)-N2-isobutyryl-2'-fluoro-guanosine COC1=CC=C(C(C2=CC=C(C=C2)OC)(C2=CC=CC=C2)OC[C@@H]2[C@H]([C@]([C@@H](O2)N2C=NC=3C(=O)NC(NC(C(C)C)=O)=NC23)(O)F)O)C=C1